C1(CC1)C=1N=CC2=C3C(=CC(=C2C1)S(NCC(C)C)(=O)=O)[C@H](C[C@@H]3N(C(N)=O)[C@H](C)C3=CC(=CC=C3)OC)NC(=O)C=3C=NC=CC3 |r| N-[trans-(7SR,9SR)-3-cyclopropyl-5-(2-methylpropylsulfamoyl)-9-[[rac-(1R)-1-(3-methoxyphenyl)ethyl]-carbamoylamino]-8,9-dihydro-7H-cyclopenta[h]isoquinolin-7-yl]pyridine-3-carboxamide